2-Chloro-5-(difluoromethyl)pyrazine ClC1=NC=C(N=C1)C(F)F